4,5-dihydro-2H-furo[2,3-g]Indazole-7-carboxylic acid ethyl ester C(C)OC(=O)C1=CC2=C(CCC3=CNN=C23)O1